tert-butyl 4-(4-((3-methyl-4-((1-methyl-1H-benzo[d]imidazol-5-yl)oxy)phenyl)amino)pyrrolo[2,1-f][1,2,4]triazin-5-yl)piperazine-1-carboxylate CC=1C=C(C=CC1OC1=CC2=C(N(C=N2)C)C=C1)NC1=NC=NN2C1=C(C=C2)N2CCN(CC2)C(=O)OC(C)(C)C